FC(C=1C=C(C=C(C1)C(F)(F)F)N1CC(CC1)SCC(=O)O)(F)F 2-((1-(3,5-bis(trifluoromethyl)phenyl)pyrrolidin-3-yl)thio)acetic acid